O[C@H]1CN(CC1)CC=O (R)-2-(3-hydroxypyrrolidin-1-yl)acetaldehyde